CC1=C(C(=O)NC2(CC2)C2=CC(=CC3=CC=CC=C23)C(=C)C)C=C(C=C1)OCC1N(CC1)C 2-methyl-5-((1-methylazetidin-2-yl)methoxy)-N-(1-(3-(prop-1-en-2-yl)naphthalen-1-yl)cyclopropyl)benzamide